4-[4-[(2R)-3-(3,4-dihydro-1H-isoquinolin-2-yl)-2-hydroxy-propyl]-1-methyl-5-oxo-2,3-dihydro-1,4-benzodiazepine-8-yl]-3,6-dihydro-2H-pyridine-1-carboxylic acid tert-butyl ester C(C)(C)(C)OC(=O)N1CCC(=CC1)C1=CC2=C(C(N(CCN2C)C[C@@H](CN2CC3=CC=CC=C3CC2)O)=O)C=C1